ethylhexylammonium acetate C(C)(=O)[O-].C(C)[NH2+]CCCCCC